C(#C)C1=CC(=C(C=C1)C1=NN=C(C=2CCCCC12)NC(CNC)=O)O N-(4-(4-ethynyl-2-hydroxyphenyl)-5,6,7,8-tetrahydrophthalazin-1-yl)-2-(methylamino)acetamide